BrC=1C=CC2=C(N(C(=N2)CO[Si](C(C)C)(C(C)C)C(C)C)C)C1 6-bromo-1-methyl-2-(((triisopropylsilyl)oxy)methyl)-1H-benzo[d]imidazole